C1(CCCC1)NCC1=CC(=NC=C1)C=1C=C2CN(C(C2=CC1)=O)C1C(NC(CC1)=O)=O 3-(5-(4-((cyclopentylamino)methyl)pyridin-2-yl)-1-oxoisoindolin-2-yl)piperidine-2,6-dione